FC=1C=C(C(=C(C1)[N]C(C)(C)C)OC)C1=NC=CC=N1 (5-fluoro-2-methoxy-3-(pyrimidin-2-yl)phenyl)tert-butyl-nitrogen